4-amino-4-nitrostilbene NC1(CC=C(C=C1)C=CC1=CC=CC=C1)[N+](=O)[O-]